NC1CCN(CC1)C(=O)C1(CC1)C1=CC=C(C=C1)OC (4-amino-1-piperidyl)-[1-(4-methoxy-phenyl)cyclopropyl]methanone